(acetamido)-3-phenylpropionic acid C(C)(=O)NC(C(=O)O)CC1=CC=CC=C1